7-(2,5-dihydrofuran-3-yl)-4-(1-(4-methoxypyrimidin-2-yl)piperidin-4-yl)-1-methyl-1,4-dihydropyrido[2,3-b]pyrazine-2,3-dione O1CC(=CC1)C1=CC2=C(N(C(C(N2C)=O)=O)C2CCN(CC2)C2=NC=CC(=N2)OC)N=C1